4-((3-methoxyphenylethyl)amino)-4-oxobutanoic acid allyl ester hydrochloride Cl.C(C=C)OC(CCC(=O)NCCC1=CC(=CC=C1)OC)=O